C(C)(C)C1=CC=2C(=CN=CC2)N1C 2-isopropyl-1-methyl-1H-pyrrolo[2,3-c]pyridine